2-[1-(2-amino-6-chloro-phenyl)-2-piperidyl]acetonitrile NC1=C(C(=CC=C1)Cl)N1C(CCCC1)CC#N